isopropyl-phenyl-p-phenylenediamine C(C)(C)N(C1=CC=C(C=C1)N)C1=CC=CC=C1